SCCN1C(N(C(N(C1=O)CCS)=O)CCS)=O 1,3,5-Tris(mercaptoethyl)-1,3,5-triazine-2,4,6-trione